(-)-(7R,8S)-dihydrodehydrodiconiferyl alcohol COC1=CC(=CC2=C1O[C@H]([C@@H]2CO)C3=CC(=C(C=C3)O)OC)CCCO